[N@]1(C(C1)C(=O)OC)C(=O)OC(C)(C)C 1-(tert-butyl) 2-methyl (S)-aziridine-1,2-dicarboxylate